COCC1=NN2C(N=CC=C2C(=O)N[C@@H]2C[C@@H](C2)OC(F)(F)F)=C1C(=O)NC 2-(methoxymethyl)-N3-methyl-N7-[cis-3-(trifluoromethoxy)cyclobutyl]pyrazolo[1,5-a]pyrimidine-3,7-dicarboxamide